4,4'-(isopropylidene)bis(2,6-dimethylphenol) C(C)(C)(C1=CC(=C(C(=C1)C)O)C)C1=CC(=C(C(=C1)C)O)C